2-(6-(2-((tert-butyldimethylsilyl)oxy)ethyl)pyridin-2-yl)ethan-1-amine [Si](C)(C)(C(C)(C)C)OCCC1=CC=CC(=N1)CCN